Trisodium phosphat P(=O)([O-])([O-])[O-].[Na+].[Na+].[Na+]